4-CYCLOBUTYLPHENYLBORONIC ACID C1(CCC1)C1=CC=C(C=C1)B(O)O